FC(\C(\C=1N=C2N(C=C(C=C2)F)C1C)=N\O)(F)F (E)-N-(2,2,2-trifluoro-1-{6-fluoro-3-methylimidazo[1,2-a]pyridin-2-yl}ethylidene)hydroxylamine